NC1=NNC2=CC=CC=C12 aminoazaindole